C(C)(C)(C)OC(=O)N1C(=CC2=CC=CC(=C12)CC(C)C)CN1C(C(=CC=C1)NC([C@H](CC\C=C\C(N1CCCC1)=O)NC(=O)OC)=O)=O tert-Butyl-(S,E)-7-isobutyl-2-((3-(2-((methoxycarbonyl)amino)-7-oxo-7-(pyrrolidin-1-yl)hept-5-enamido)-2-oxopyridin-1(2H)-yl)methyl)-1H-indol-1-carboxylat